F[C@H]1[C@@H](CN(C1)C(=O)OC(C)(C)C)O tert-butyl (3R,4R)-4-fluoro-3-hydroxytetrahydropyrrole-1-carboxylate